N-(5-Bromo-2-(3-morpholinopropoxy)pyridin-3-yl)cyclopropanesulfonamide BrC=1C=C(C(=NC1)OCCCN1CCOCC1)NS(=O)(=O)C1CC1